6-(4-(3-Chlorophenyl)-1-methyl-1H-imidazol-5-yl)benzo[d]thiazole ClC=1C=C(C=CC1)C=1N=CN(C1C1=CC2=C(N=CS2)C=C1)C